ethylene bis-laurate C(CCCCCCCCCCC)(=O)OCCOC(CCCCCCCCCCC)=O